(R)-2-(1-acetylpyrrolidin-3-yl)-4-aminoisoindoline-1,3-dione C(C)(=O)N1C[C@@H](CC1)N1C(C2=CC=CC(=C2C1=O)N)=O